N1=C(C=CC=C1)C(=O)NCC(=O)OC Methyl picolinoylglycinate